NC=1C=C(C=CC1)S(=O)(=O)NC1=NC(=CC(=N1)OC1=C(C(=CC=C1)C1CCN(CC1)C)Cl)C1=C(C=CC=C1)C(C)C 3-Amino-N-[4-[2-chloro-3-(1-methyl-4-piperidyl)phenoxy]-6-(2-isopropylphenyl)pyrimidin-2-yl]benzenesulfonamide